N-(2-((7H-pyrrolo[2,3-d]pyrimidin-4-yl)amino)ethyl)-2,3,4,5-tetrafluoro-6-(methylsulfonyl)benzamide N1=CN=C(C2=C1NC=C2)NCCNC(C2=C(C(=C(C(=C2S(=O)(=O)C)F)F)F)F)=O